C(C)(C)(C)OC(=O)N1CC(CC1)OC1=NC(=CC=C1C(C)O)N1C=NC2=C1C=CC(=C2)NC=2N=NC(=CC2)C 3-[[3-(1-hydroxyethyl)-6-[5-[(6-methylpyridazin-3-yl)amino]benzimidazol-1-yl]-2-pyridyl]oxy]pyrrolidine-1-carboxylic acid tert-butyl ester